C(C)(C)(C)OC(=O)NC=1C=CC(=C(C1)NS(=O)(=O)[O-])F 5-((tert-butoxycarbonyl)amino)-2-fluorophenylaminosulfonate